boron trifluoride ethyl-valerate C(C)OC(CCCC)=O.B(F)(F)F